trans-N-[8-amino-6-(4-methylpyridin-3-yl)-2,7-naphthyridin-3-yl]amide NC=1N=C(C=C2C=C(N=CC12)[NH-])C=1C=NC=CC1C